(R)-4-(4-(3-(2-hydroxyphenyl)-5-methyl-7,8-dihydro-5H-pyrido[3',4':4,5]pyrrolo[2,3-c]pyridazin-6(9H)-yl)piperidin-1-yl)cyclohexanecarbaldehyde OC1=C(C=CC=C1)C1=CC2=C(N=N1)NC1=C2[C@H](N(CC1)C1CCN(CC1)C1CCC(CC1)C=O)C